C(C)(=O)O.C(CC#C)(=O)O 3-butynic acid acetate